((1s,3s)-3-Hydroxy-3-methylcyclobutyl)(6-((1-methyl-3-(trifluoromethyl)-1H-pyrazol-4-yl)methyl)-2-azaspiro[3.3]heptan-2-yl)methanone OC1(CC(C1)C(=O)N1CC2(C1)CC(C2)CC=2C(=NN(C2)C)C(F)(F)F)C